2-{[(3S)-3-{1-[6-(4-Carboxyphenyl)pyridin-3-yl]-2-oxo-2,3-dihydro-1H-imidazo[4,5-b]pyridin-3-yl}pyrrolidin-1-yl]methyl}-1-methyl-1H-imidazole-5-carboxylic acid C(=O)(O)C1=CC=C(C=C1)C1=CC=C(C=N1)N1C(N(C2=NC=CC=C21)[C@@H]2CN(CC2)CC=2N(C(=CN2)C(=O)O)C)=O